C(N)(=O)C=1C(=NNC1NC1=NC(=CC=C1)C(F)(F)F)C1=CC=C(C=C1)NC(=O)N1C[C@@H](CCC1)C1=CC=C(C=C1)F (S)-N-(4-(4-carbamoyl-5-((6-(trifluoromethyl)pyridin-2-yl)amino)-1H-pyrazol-3-yl)phenyl)-3-(4-fluorophenyl)piperidine-1-carboxamide